6-((1-azabicyclo[2.2.1]heptan-4-yl)oxy)-N-(5-(difluoromethoxy)-1H-pyrazol-3-yl)pyrazin-2-amine N12CCC(CC1)(C2)OC2=CN=CC(=N2)NC2=NNC(=C2)OC(F)F